2-(1-(2-fluorobenzyl)-5-(isoxazol-3-yl)-1H-pyrazol-3-yl)pyrimidin-4-ol FC1=C(CN2N=C(C=C2C2=NOC=C2)C2=NC=CC(=N2)O)C=CC=C1